NC[C@H](CC(=O)O)C[C@H](C)OC1=C(C=CC=C1)F (3s,5s)-3-aminomethyl-5-(2-fluoro-phenoxy)-hexanoic acid